FC1=C(C(C(=O)N)=C(C=C1C(F)(F)F)[2H])[2H] 3-fluoro-4-(trifluoromethyl)benzamide-2,6-d2